ClC1=C(C(=C(C=C1OC)OC)Cl)C=1C(N(C2=CC=NC=C2C1)CC)=O 3-(2,6-dichloro-3,5-dimethoxyphenyl)-1-ethyl-1,6-naphthyridin-2(1H)-one